NC1C2CC(C(C1)C2)N 2,5-diaminobicyclo[2.2.1]heptane